2-chloro-4-(methylsulfanyl)thieno[3,2-d]pyrimidine ClC=1N=C(C2=C(N1)C=CS2)SC